ClC1=C(C(=NC=2N1N=CC2C)C=2C=NC=C(C2)F)C 7-chloro-5-(5-fluoro-3-pyridinyl)-3,6-dimethyl-pyrazolo[1,5-a]Pyrimidine